NC1=C2N=C(N(C2=NC(=N1)OCCCC)CC1=CC=C(C=C1)C(NCCCOCCOCCOCCCNC(CCC)=O)=O)O 1-(4-((6-amino-2-butoxy-8-hydroxy-9H-purin-9-yl)methyl)phenyl)-1,17-dioxo-6,9,12-trioxa-2,16-diazaeicosane